methyl 3-amino-5-methoxy-4-(methylamino)benzoate HCl salt Cl.NC=1C=C(C(=O)OC)C=C(C1NC)OC